7-((2-((4-(1,4-diazepan-1-yl)-2-(difluoromethoxy)phenyl)amino)-5-(trifluoromethyl)pyrimidin-4-yl)amino)isoindolin-1-one N1(CCNCCC1)C1=CC(=C(C=C1)NC1=NC=C(C(=N1)NC=1C=CC=C2CNC(C12)=O)C(F)(F)F)OC(F)F